6-(4-ethylbenzyl)-4-(β-D-glucopyranos-1-yl)-2-methoxy-benzonitrile C(C)C1=CC=C(CC2=CC(=CC(=C2C#N)OC)[C@]2(O)[C@H](O)[C@@H](O)[C@H](O)[C@H](O2)CO)C=C1